FC=1C=2N(C=C(C1)NC(=O)C=1C=3N=CC=NC3C(=CC1)N1C[C@@H]3COCCN3CC1)C=C(N2)C (R)-N-(8-fluoro-2-methylimidazo[1,2-a]pyridin-6-yl)-8-(hexahydropyrazino[2,1-c][1,4]oxazin-8(1H)-yl)quinoxaline-5-carboxamide